3-(cyclopropylmethyl)-8-(trifluoromethyl)-7-[(1S)-1-(2,4,6-trifluorophenoxy)ethyl][1,2,4]triazolo[4,3-a]pyridine C1(CC1)CC1=NN=C2N1C=CC(=C2C(F)(F)F)[C@H](C)OC2=C(C=C(C=C2F)F)F